1-[1-[4-(trifluoromethyl)phenyl]pyrazol-3-yl]piperazine FC(C1=CC=C(C=C1)N1N=C(C=C1)N1CCNCC1)(F)F